N-(phenylmethylene)glycine methyl ester COC(CN=CC1=CC=CC=C1)=O